OC1=C(C(=O)NC2=CC=C(C=C2)NC(C2=C(C(=CC=C2)O)O)=O)C=CC=C1O N,N'-bis-(2,3-dihydroxybenzoyl)-1,4-phenylenediamine